C(CCCCCCC(C)C)O Iso-Decanol